methyl-2-((3,5-bis(trifluoromethyl) benzylidene) amino)-2-phenylbut-3-enoate COC(C(C=C)(C1=CC=CC=C1)N=CC1=CC(=CC(=C1)C(F)(F)F)C(F)(F)F)=O